CN(CCOC(C1=CC=CC=C1)=O)C.FC1(CCC(CC1)N1N=C(C=C1C)NC(C1=C(C=C(C=C1)I)N1CCC2(CC2)CC1)=O)F N-(1-(4,4-difluorocyclohexyl)-5-methyl-1H-pyrazol-3-yl)-4-iodo-2-(6-azaspiro[2.5]octan-6-yl)benzamide 2-(dimethylamino)ethylbenzoate